O=C1C(=CC(C2=CC=CC=C12)=O)NC1=CC=C(C=C1)CC(=O)OCCOCCOCCOC 2-(2-(2-methoxyethoxy)ethoxy)ethyl 2-(4-((1,4-dioxo-1,4-dihydronaphthalen-2-yl)amino)phenyl)acetate